N[C@H](C(=O)O)CC1=CN(C2=CC=CC(=C12)Br)C(=O)OC(C)(C)C (S)-2-Amino-3-(1-(tert-butoxycarbonyl)-4-bromo-1H-indol-3-yl)propanoic acid